3,3-dimethyl-glutaryl chloride CC(CC(=O)Cl)(CC(=O)Cl)C